(3-((2-(2,6-dioxopiperidin-3-yl)-1-oxoisoindol-4-yl)oxy)propyl)-D-proline O=C1NC(CCC1N1C(C2=CC=CC(=C2C1)OCCCN1[C@H](CCC1)C(=O)O)=O)=O